(-)-6-(difluoromethyl-d)-8-((1S,2S,5R)-2-fluoro-5-hydroxycyclohexyl)-2-((1-((methyl-d3)sulfonyl)piperidin-4-yl-3,3,4,5,5-d5)-amino)pyrido[2,3-d]pyrimidin-7(8H)-one FC(C1=CC2=C(N=C(N=C2)NC2(C(CN(CC2([2H])[2H])S(=O)(=O)C([2H])([2H])[2H])([2H])[2H])[2H])N(C1=O)[C@@H]1[C@H](CC[C@H](C1)O)F)([2H])F